NC1=NC=C2N(C(N(C2=N1)[C@@H]1O[C@@H](C[C@H]1O)CO)=O)C[C@H]1[C@@H](C1)C(=O)O (1R,2R)-2-((2-amino-9-((2R,3R,5S)-3-hydroxy-5-(hydroxymethyl)tetrahydrofuran-2-yl)-8-oxo-8,9-dihydro-7H-purin-7-yl)methyl)cyclopropane-1-carboxylic acid